C(C)(C)C1=C(C(=CC=C1)C(C)C)N(C=1C=CC=C2C=CC=NC12)[Hf] ((2,6-Diisopropylphenyl)(quinolin-8-yl)amino)hafnium